CC1CCC(N(C1)C(C(=O)O)=O)C1=CC=CC=C1 2-(5-methyl-2-phenyl-1-piperidyl)-2-oxo-acetic Acid